5-((3R,5R)-3,5-dimethylpiperazin-1-yl)-N-methylpyridineamide C[C@@H]1CN(C[C@H](N1)C)C=1C=CC(=NC1)C(=O)NC